ClC=1C(=NC=C(C1)C(F)(F)F)C(=O)NC(NC1=C(C=C(C=C1NCCC)Cl)Cl)=S 3-chloro-N-((2,4-dichloro-6-(propylamino)phenyl)thiocarbamoyl)-5-(trifluoromethyl)picolinamide